2,14-dibromo-lysergic acid BrC1=C2C[C@H]3N(C[C@H](C(O)=O)C=C3C=3C=CC(=C(N1)C32)Br)C